3-(5-(1-methyl-4-(morpholinomethyl)-1H-pyrrolo[2,3-b]pyridin-6-yl)-1-oxoisoindolin-2-yl)piperidine-2,6-dione CN1C=CC=2C1=NC(=CC2CN2CCOCC2)C=2C=C1CN(C(C1=CC2)=O)C2C(NC(CC2)=O)=O